sodium N,N-dimethyl-glycinate salt CN(CC(=O)[O-])C.[Na+]